6-(benzyloxy)thieno[2,3-c][1,2,4]triazolo[1,5-a]pyridine-5-carboxylic acid C(C1=CC=CC=C1)OC=1C2=C(C=3N(C1C(=O)O)N=CN3)SC=C2